trimethoxychlorosilane CO[Si](Cl)(OC)OC